tetrahydro-pyrrolo[3,4-c]pyrrole-1,3(2H,3aH)-dione C1(NC(C2C1CNC2)=O)=O